ClC=1C=CC(=NC1)C1(OC2=C(O1)C=CC(=C2C2=CC(=C(CC1=NC3=C(N1C[C@H]1OCC1)C=C(C=C3)C(=O)O)C=C2)F)F)C 2-(4-(2-(5-chloropyridin-2-yl)-5-fluoro-2-methylbenzo[d][1,3]dioxol-4-yl)-2-fluorobenzyl)-1-(((S)-oxetan-2-yl)methyl)-1H-benzo[d]imidazole-6-carboxylic acid